C1(CC1)C=1C=C(C=CC1)OB(O)O (3-cyclopropylphenyl)boric acid